3-bromo-1-((2-(trimethylsilyl)ethoxy)methyl)-1H-indazole-5-carbonitrile BrC1=NN(C2=CC=C(C=C12)C#N)COCC[Si](C)(C)C